OC(C)(C)C=1N(C=CN1)CC1=CC=C(C=C1)C1=C(SC(=C1C)CC(C)C)S(=O)(=O)NC(OC)=O methyl (3-(4-((2-(2-hydroxypropane-2-yl)-1H-imidazol-1-yl)methyl)phenyl)-5-isobutyl-4-methylthiophen-2-yl)sulfonylcarbamate